(2S,3R)-2-ethyl-4-hydroxy-3-[(3-methylimidazol-4-yl)methyl]-butanoic acid C(C)[C@H](C(=O)O)[C@H](CO)CC=1N(C=NC1)C